C(C)OC(=O)C=1OC2=C(C1C)C=C(C=C2)S(N(CCC2=CC=CC=C2)CC2=CC(=CC=C2)[N+](=O)[O-])(=O)=O 3-methyl-5-(N-(3-nitrobenzyl)-N-phenethylsulfamoyl)benzofuran-2-carboxylic acid ethyl ester